di(4-tert-butylphenyl)iodonium hexafluoroantimonate F[Sb-](F)(F)(F)(F)F.C(C)(C)(C)C1=CC=C(C=C1)[I+]C1=CC=C(C=C1)C(C)(C)C